BrC=1C(=NC=C(C1)B1OC(C(O1)(C)C)(C)C)F 3-Bromo-2-fluoro-5-(4,4,5,5-tetramethyl-1,3,2-dioxaborolan-2-yl)pyridine